FC1(CC1)C=1SC=2CN(CCC2N1)C1=NC(=NC(=C1C)C)NN 2-(1-fluorocyclopropyl)-5-(2-hydrazineyl-5,6-dimethylpyrimidin-4-yl)-4,5,6,7-tetrahydrothiazolo[5,4-c]pyridine